ClC1=NC=C(C(=C1)C1=C(C=NC(=C1)C)C(=O)NC=1SC2=C(N1)CN(C2)C(=O)C2=C(C=NN2C)C#N)OC 2'-chloro-N-(5-(4-cyano-1-methyl-1H-pyrazole-5-carbonyl)-5,6-dihydro-4H-pyrrolo[3,4-d]thiazol-2-yl)-5'-methoxy-6-methyl-[4,4'-bipyridine]-3-carboxamide